C5-cyanopyrimidine C(#N)C=1C=NC=NC1